COC(CC1[C@@H]2CC[C@H](CN1C(=O)OCC1=CC=CC=C1)N2C(=O)OC(C)(C)C)=O 3-benzyl 8-(tert-butyl) (1S,5R)-2-(2-methoxy-2-oxoethyl)-3,8-diazabicyclo[3.2.1]octane-3,8-dicarboxylate